1,3,3-trimethyl-5'-methacryloxymethylspiro[indoline-2,3'-[3H]-naphtho[2,1-b](1,4)oxazine] CN1C2=CC=CC=C2C(C12C=NC1=C(O2)C(=CC2=CC=CC=C21)COC(C(=C)C)=O)(C)C